N-((R)-4-propenoyl-5-methyl-1-oxa-4,9-diazaspiro[5.5]undecane-9-carbonyl)-N-methyl-L-valine methyl ester COC([C@@H](N(C)C(=O)N1CCC2([C@H](N(CCO2)C(C=C)=O)C)CC1)C(C)C)=O